5-cyano-2-methylnicotinic acid-2-fluoroethyl ester FCCOC(C1=C(N=CC(=C1)C#N)C)=O